FC1=CC=C(C=C1)C1=NN(C2=CC=CC=C12)CC(C(=O)OC(=C)C(F)(F)F)(C)C 3,3,3-Trifluoroprop-1-en-2-yl 3-(3-(4-fluorophenyl)-1H-indazol-1-yl)-2,2-dimethylpropanoate